C(C)(=O)NCCSSCCCCS(=O)[O-].[Na+] Sodium 4-[[2-(Acetylamino)ethyl]dithio]-1-butanesulfinate